1-(2-(6-((2-((3S,4R)-3-fluoro-4-methoxypiperidin-1-yl)pyrimidin-4-yl)amino)-1-(3-((methylsulfonyl)methyl)azetidin-1-yl)-2,7-naphthyridin-4-yl)pyrrolidin-1-yl)prop-2-en-1-one F[C@H]1CN(CC[C@H]1OC)C1=NC=CC(=N1)NC=1C=C2C(=CN=C(C2=CN1)N1CC(C1)CS(=O)(=O)C)C1N(CCC1)C(C=C)=O